(2R,4S)-4-fluoro-2-methyl-N-((R,Z)-4-(methylsulfonyl)but-3-en-2-yl)piperidine-4-carboxamide F[C@@]1(C[C@H](NCC1)C)C(=O)N[C@H](C)\C=C/S(=O)(=O)C